FC=1C=C(C=C(C1)F)C=1N(N=C2C(N(CCC21)C(=O)C2=C(C=CC=C2)CN2N=NC=C2)C)C [3-(3,5-Difluorophenyl)-2,7-dimethyl-5,7-dihydro-4H-pyrazolo[3,4-c]pyridin-6-yl]-[2-(triazol-1-ylmethyl)phenyl]methanone